N2-((3S,4R)-1-Cyclopropyl-3-fluoropiperidin-4-yl)-5-(3-(2,2-difluoroethyl)-2-methyl-3H-imidazo[4,5-b]pyridin-5-yl)-N4-methylpyrrolo[2,1-f][1,2,4]triazine-2,4-diamine C1(CC1)N1C[C@@H]([C@@H](CC1)NC1=NN2C(C(=N1)NC)=C(C=C2)C2=CC=C1C(=N2)N(C(=N1)C)CC(F)F)F